NCC=1C(=C(C=CC1)C=1C=CC2=C(C(=CO2)COC2=C(C=CC=C2F)CC(=O)O)C1)F 2-(2-((5-(3-(aminomethyl)-2-fluorophenyl)benzofuran-3-yl)methoxy)-3-fluorophenyl)acetic acid